potassium diglutamate N[C@@H](CCC(=O)[O-])C(=O)[O-].N[C@@H](CCC(=O)[O-])C(=O)[O-].[K+].[K+].[K+].[K+]